7-((1R,2R)-2-fluorocyclopropane-1-carboxamido)-3-(6-((R)-1-hydroxypropyl)-4-methylpyridin-3-yl)-N,N-dimethyl-1,6-naphthyridine-2-carboxamide F[C@H]1[C@H](C1)C(=O)NC1=NC=C2C=C(C(=NC2=C1)C(=O)N(C)C)C=1C=NC(=CC1C)[C@@H](CC)O